1-methyl-3-(4-vinyl-benzyl)imidazolium chloride [Cl-].CN1C=[N+](C=C1)CC1=CC=C(C=C1)C=C